C(#N)C1(CCC1)NC(=O)C1=NC(=CC=C1OC)NC1=CC(=NC(=C1)F)F N-(1-cyanocyclobutyl)-6-[(2,6-difluoro-4-pyridyl)amino]-3-methoxy-pyridine-2-carboxamide